8-chloro-7-(1-(1-ethoxyethyl)-1H-pyrazol-4-yl)-N-(1-(methylsulfonyl)piperidin-4-yl)-[1,2,4]triazolo[1,5-a]pyridin-2-amine ClC=1C=2N(C=CC1C=1C=NN(C1)C(C)OCC)N=C(N2)NC2CCN(CC2)S(=O)(=O)C